P1=S(C=CO1)=S oxathiaphospha-cyclopentadiene 2-sulfide